1-(benzo[c][1,2,5]thiadiazol-4-ylsulfonyl)-N-(benzo[d]thiazol-5-yl)piperidine-4-carboxamide N=1SN=C2C1C=CC=C2S(=O)(=O)N2CCC(CC2)C(=O)NC=2C=CC1=C(N=CS1)C2